[Al].[Mg].[Ca].[Na] Sodium-Calcium-Magnesium-Aluminum